C(C)(=O)N1N=C(C=C1)OCC(CCC(C(CBr)=O)(C)C=1C=C(C=CC1)C[C@@H](C(=O)OC)C)(F)F methyl (2S)-3-(3-(7-((1-acetyl-1H-pyrazol-3-yl)oxy)-1-bromo-6,6-difluoro-3-methyl-2-oxoheptan-3-yl)phenyl)-2-methylpropanoate